Ethyl (E)-3-((3,3-dibutyl-5-(4-butyramidophenyl)-7-(methylthio)-1,1-dioxido-2,3,4,5-tetrahydro-1,5-benzothiazepin-8-yl)oxy)acrylate C(CCC)C1(CS(C2=C(N(C1)C1=CC=C(C=C1)NC(CCC)=O)C=C(C(=C2)O/C=C/C(=O)OCC)SC)(=O)=O)CCCC